C1(=CC=CC=C1)C1N=C(SC1)N phenyl-4,5-dihydrothiazol-2-amine